C[C@@H]1O[C@@H](CN(C1)C1=CC=CC(=N1)C1=NC2=CC(=NC=C2C=C1)CC(=O)NC1=CC(=C(C=C1)F)N1C(CCC1=O)=O)C 2-(2-(6-((cis)-2,6-dimethylmorpholino)pyridin-2-yl)-1,6-naphthyridin-7-yl)-N-(3-(2,5-dioxopyrrolidin-1-yl)-4-fluorophenyl)acetamide